1-((4aR,8aS)-4-(7H-Pyrrolo[2,3-d]pyrimidin-4-yl)hexahydro-2H-pyrido[4,3-b][1,4]oxazin-6(7H)-yl)prop-2-en-1-one N1=CN=C(C2=C1NC=C2)N2[C@H]1[C@@H](OCC2)CCN(C1)C(C=C)=O